C(C)SC=1C=C(C=[N+](C1C=1C=C2C(=CN1)N(C=C2)CC(C(F)(F)F)(F)F)[O-])C2(CC2)C#N 1-[5-ethylsulfanyl-1-oxido-6-[1-(2,2,3,3,3-pentafluoropropyl)pyrrolo[2,3-c]pyridin-5-yl]pyridin-1-ium-3-yl]cyclopropane-carbonitrile